OCCC=O hydroxymethyl-acetaldehyde